quinoline-6,7-dicarboxylic acid N1=CC=CC2=CC(=C(C=C12)C(=O)O)C(=O)O